ClC1=CC=C(C(=N1)C(=O)O)N[C@H](C)C1=CC(=CC=2C(N3CC[C@H]4COCCN4C3=NC12)=O)F 6-chloro-3-[[(1R)-1-[(7S)-14-fluoro-11-oxo-5-oxa-2,10,18-triazatetracyclo[8.8.0.02,7.012,17]octadeca-1(18),12(17),13,15-tetraen-16-yl]ethyl]amino]pyridine-2-carboxylic acid